2-methyl-6-(4-methyl-3,4-dihydro-2H-1,4-benzoxazin-6-yl)pyrimidin CC1=NC(=CC=N1)C=1C=CC2=C(N(CCO2)C)C1